1-[5-(5-chloro-2-methoxypyridin-4-yl)-1H-pyrazole-3-carbonyl]-N-[(6-methylpyridin-2-yl)methyl]piperidine-4-carboxamide ClC=1C(=CC(=NC1)OC)C1=CC(=NN1)C(=O)N1CCC(CC1)C(=O)NCC1=NC(=CC=C1)C